N-[2-(1-benzylpiperidin-4-yl)ethyl]-3-methyl-1-[3-(trifluoromethoxy)phenyl]piperidine-4-carboxamide C(C1=CC=CC=C1)N1CCC(CC1)CCNC(=O)C1C(CN(CC1)C1=CC(=CC=C1)OC(F)(F)F)C